(phenyl-3-d)sulfane tert-Butyl-(S)-3-((((S)-tert-butylsulfinyl)amino)methyl)pyrrolidine-1-carboxylate C(C)(C)(C)OC(=O)N1C[C@H](CC1)CN[S@@](=O)C(C)(C)C.C1(=CC(=CC=C1)[2H])S